ClC1=CC=C(C(=O)O)C=C1.CC=CCCCOC(=O)NC=1C=C2C=3CC(CCC3NC2=CC1)NC(C)CCC 6-(2-hexen-6-yloxy)carbonylamino-3-(2-pentyl)amino-1,2,3,4-tetrahydro-9H-carbazole 4-chlorobenzoate